C(C1=CC=CC=C1)(=O)N1C=2C3=C(N(C=C3CCC1)[C@H]1[C@@H]([C@H](O)[C@H](O1)COC(C1=CC=CC=C1)(C1=CC=C(C=C1)OC)C1=CC=C(C=C1)OC)F)N=CN2 6-Benzoyl-2-{5-O-[bis(4-methoxyphenyl)(phenyl)methyl]-2-deoxy-2-fluoro-β-D-ribofuranosyl}-6,7,8,9-tetrahydro-2H-2,3,5,6-tetraazabenzo[cd]azulene